2-(E)-N-[4-(1-Benzoyl-4-piperidinyl)butyl]-3-(3-pyridinyl)-2-propenamide hydrochloride C1CN(CCC1CCCCNC(=O)/C=C/C2=CN=CC=C2)C(=O)C3=CC=CC=C3.Cl